(2,2,2-trifluoroethyl) bromofluorophosphate P(=O)(OCC(F)(F)F)(F)Br